FC1=CC2=C(N=C(S2)/C=C/C2=C(C(N3N2C(=C(C3=O)C)C)=O)C)C=C1 (E)-3-(2-(6-fluorobenzo[d]thiazol-2-yl)vinyl)-2,5,6-trimethyl-1H,7H-pyrazolo[1,2-a]pyrazole-1,7-dione